bis-citronellyl-furanmethylamine C(CC(C)CCC=C(C)C)C(N)(C=1OC=CC1)CCC(C)CCC=C(C)C